6-(6-benzyloxy-3-pyridinyl)-3-[bromo(difluoro)methyl]-[1,2,4]triazolo[4,3-a]pyrazine C(C1=CC=CC=C1)OC1=CC=C(C=N1)C=1N=CC=2N(C1)C(=NN2)C(F)(F)Br